tert-Butyl exo-6-methyl-3-azabicyclo[3.1.0]hexane-3-carboxylate CC1C2CN(CC12)C(=O)OC(C)(C)C